ONC(C(CC(=O)NO)O)=O N,N',2-trihydroxysuccinamide